(4Z)-2-[[(1R)-2-methoxy-1-phenyl-ethyl]amino]-4-[(3-methylbenzimidazol-5-yl)methylene]-1H-imidazol-5-one COC[C@@H](C1=CC=CC=C1)NC=1NC(/C(/N1)=C/C1=CC2=C(N=CN2C)C=C1)=O